C(CCC=C)(=O)NN 4-pentenoic acid hydrazide